3-amino-6-methylthieno[2,3-b]pyridine-2-carboxamide NC1=C(SC2=NC(=CC=C21)C)C(=O)N